C(=CC)N1CCC(CC1)CC=1N(C(=C(N1)C1=CC=C(C=C1)C(NC1=NC=CC=C1)=O)C(=O)N)N 2-((1-propenylpiperidin-4-yl)methyl)-1-amino-4-(4-(pyridin-2-ylcarbamoyl)phenyl)-1H-imidazole-5-carboxamide